[N+](=O)([O-])C=1C=C2C(N(C(C2=CC1)=O)C1=CC=CC=C1)=O 5-nitro-2-phenylisoindoline-1,3-dione